OC1=C(C(=O)C2=C(C=C(C=C2)OC(C=C)=O)O)C=CC(=C1)OC(C=C)=O 2,2'-dihydroxy-4,4'-diacryloyloxybenzophenone